ICC12OCC(C1)(C2)C#N 1-(iodomethyl)-2-oxabicyclo[2.1.1]hexane-4-carbonitrile